COC1=CC=C(C=C1)N1C=C(C2=CC=CC=C12)C(=O)OC methyl 1-(4-methoxyphenyl)-1H-indole-3-carboxylate